(S)-N-((S)-1-cyano-2-((R)-2-oxopiperidin-3-yl)ethyl)-2-((2,5-difluorophenyl)-D-alanyl)-2-azabicyclo[2.2.2]octane-3-carboxamide C(#N)[C@H](C[C@@H]1C(NCCC1)=O)NC(=O)[C@H]1N(C2CCC1CC2)C([C@H](NC2=C(C=CC(=C2)F)F)C)=O